BrC=1C=CC(=C(C1)NC(=O)NC1=CC(=CC(=C1)OC)F)CO 1-(5-bromo-2-hydroxymethylphenyl)-3-(3-fluoro-5-methoxyphenyl)urea